3-fluoro-4-(difluoromethoxy)benzaldehyde FC=1C=C(C=O)C=CC1OC(F)F